C(C)C=1N=C2N(C=C(C(=C2)F)N2CCN(CC2)CC(=O)N2C[C@H](CC2)O)C1N(C)C=1SC=C(N1)C1=CC=C(C=C1)F (S)-2-[4-(2-Ethyl-7-fluoro-3-{[4-(4-fluoro-phenyl)-thiazol-2-yl]-methyl-amino}-imidazo[1,2-a]pyridin-6-yl)-piperazin-1-yl]-1-(3-hydroxy-pyrrolidin-1-yl)-ethanone